C1=CC=CC=2C3=CC=CC=C3N(C12)C1=C(CCCC(=O)O)C=CC=C1 [2-(9H-carbazole-9-yl)phenethyl]acetic acid